1-((4-(tert-butoxycarbonyl)piperazin-1-yl)sulfonyl)-3-methyl-1H-imidazol-3-ium trifluoromethanesulfonate FC(S(=O)(=O)[O-])(F)F.C(C)(C)(C)OC(=O)N1CCN(CC1)S(=O)(=O)N1C=[N+](C=C1)C